4,7,13,18-tetraoxa-1,10-diazabicyclo[8.5.5]eicosane N12CCOCCOCCN(CCOCC1)CCOCC2